tert-butyl 4-diethoxyphosphoryloxy-3-(1-hydroxyethyl)benzoate C(C)OP(=O)(OCC)OC1=C(C=C(C(=O)OC(C)(C)C)C=C1)C(C)O